Ethyl 8-methoxy-9-(4,4,5,5-tetramethyl-1,3,2-dioxaborolan-2-yl)-1-(thiophen-2-yl)-5,6-dihydroimidazo[5,1-a]isoquinoline-3-carboxylate COC=1C=C2CCN3C(C2=CC1B1OC(C(O1)(C)C)(C)C)=C(N=C3C(=O)OCC)C=3SC=CC3